C1=CC=C(C=C1)C(C2=CC=CC=C2)[S@](=O)CC(=O)N (-)-2-[(R)-(diphenylmethyl)sulfinyl]acetamide